2,6-dimethylindan monohydrochloride Cl.CC1CC2=CC(=CC=C2C1)C